COC(=O)C1=C(C(=NN1C)C1=CCC(CC1)OC)N 4-amino-3-(4-methoxycyclohex-1-en-1-yl)-1-methyl-1H-pyrazole-5-carboxylic acid methyl ester